C(CCCCCCC)[Te](CCCCCCCC)CCCCCCCC tri-n-octyl-tellurium